N-(4-(2-((4-(4-((4-(5-((2,6-dioxopiperidin-3-yl)amino)pyridin-2-yl)piperidin-1-yl)methyl)piperidin-1-yl)phenyl)amino)pyrimidin-4-yl)-2-methylbenzyl)-3-isopropoxyazetidine-1-carboxamide O=C1NC(CCC1NC=1C=CC(=NC1)C1CCN(CC1)CC1CCN(CC1)C1=CC=C(C=C1)NC1=NC=CC(=N1)C1=CC(=C(CNC(=O)N2CC(C2)OC(C)C)C=C1)C)=O